(7-chloro-2-((3,5-dichlorophenyl)amino)-4-oxoquinazolin-3(4H)-yl)methyl dihydrogen phosphate P(=O)(OCN1C(=NC2=CC(=CC=C2C1=O)Cl)NC1=CC(=CC(=C1)Cl)Cl)(O)O